2-chloro-4-fluoro-trichloromethyl-benzene ClC1=C(C=CC(=C1)F)C(Cl)(Cl)Cl